ClC1=C(C=CC=C1F)COC(=O)NC(C(=O)O)CCN(CCCCC1=NC=2NCCCC2C=C1)CCOC 2-[(2-chloro-3-fluoro-phenyl)methoxycarbonylamino]-4-[2-methoxyethyl-[4-(5,6,7,8-tetrahydro-1,8-naphthyridin-2-yl)butyl]amino]butanoic acid